CC=1N=C(SC1C1=CC2=C(C(=N1)N1CCOCC1)C(N(C2)C(C(F)(F)F)C)=O)NC(C)=O N-(4-methyl-5-(4-morpholino-3-oxo-2-(1,1,1-trifluoropropan-2-yl)-2,3-dihydro-1H-pyrrolo[3,4-c]pyridin-6-yl)thiazol-2-yl)acetamide